IC=1C=C(C(=O)SC2=CC=C(C=C2)C)C=CC1 S-(p-tolyl) 3-iodothiobenzoate